N(=[N+]=[N-])CC1=CC(=NC=C1)N1C(NC(CC1)=O)=O 1-(4-(Azidomethyl)pyridin-2-yl)dihydropyrimidine-2,4(1H,3H)-dione